di-tert-butyl 1H-pyrazole-1,3-dicarboxylate N1(N=C(C=C1)C(=O)OC(C)(C)C)C(=O)OC(C)(C)C